NC1(CCNCC1)CNC(OCC1=CC=CC=C1)=O Benzyl ((4-aminopiperidin-4-yl)methyl)carbamate